C(O)C=O methylolformaldehyde